3-acetamido-2,4-dichlorobenzoic acid C(C)(=O)NC=1C(=C(C(=O)O)C=CC1Cl)Cl